N-(6-Bromopyridin-2-yl)-3-methoxy-1-(4-methoxybenzyl)-1H-pyrazole-4-carboxamide BrC1=CC=CC(=N1)NC(=O)C=1C(=NN(C1)CC1=CC=C(C=C1)OC)OC